(2-carboxyethyl)-1,4,7,10-tetraazacyclododecane-1,4,7,10-tetraacetic acid C(=O)(O)CCC1N(CCN(CCN(CCN(C1)CC(=O)O)CC(=O)O)CC(=O)O)CC(=O)O